tert-butyl-4-(5-bromo-6-methoxy-2H-indazol-2-yl)piperidine C(C)(C)(C)N1CCC(CC1)N1N=C2C=C(C(=CC2=C1)Br)OC